Cl.C1=CC=CC=2C3=CC=CC=C3C(C12)COC(=O)N[C@H](C(=O)OCC)CN (S)-ethyl 2-(((9H-fluoren-9-yl) methoxy)carbonylamino)-3-aminopropanoate hydrochloride